1-(4-((1R,2S)-2-((3R,5R,7R)-adamantan-1-yl)-6-hydroxy-1,2,3,4-tetrahydronaphthalen-1-yl)phenyl)piperidine-4-carbaldehyde C12(CC3CC(CC(C1)C3)C2)[C@@H]2[C@@H](C3=CC=C(C=C3CC2)O)C2=CC=C(C=C2)N2CCC(CC2)C=O